O=C1C2(CC(C(N1)=O)C2)N2C(C1=CC=C(C=C1C2)O[C@@H]2[C@@H](CCCC2)N2CC(C2)C2=C(C#N)C=CC=C2)=O (1-((cis)-2-((2-(2,4-dioxo-3-azabicyclo[3.1.1]heptan-1-yl)-1-oxoisoindolin-5-yl)oxy)cyclohexyl)azetidin-3-yl)benzonitrile